3-[[4-(2,6-dimethylphenyl)-6-[(6-phenyl-3-piperidyl)oxy]pyrimidin-2-yl]sulfamoyl]benzoic acid CC1=C(C(=CC=C1)C)C1=NC(=NC(=C1)OC1CNC(CC1)C1=CC=CC=C1)NS(=O)(=O)C=1C=C(C(=O)O)C=CC1